3-chloro-2-(2-hydroxy-3,5-dimethylbenzyl)benzonitrile ClC=1C(=C(C#N)C=CC1)CC1=C(C(=CC(=C1)C)C)O